C1(CC1)N1C=NC(=C1)C=1C(=C(C(=CC1)O)C1=CC(NS1(=O)=O)=O)F 5-(3-(1-cyclopropyl-1H-imidazol-4-yl)-2-fluoro-6-hydroxyphenyl)isothiazol-3(2H)-one 1,1-dioxide